C(#N)/N=C(\NCCCCC1CCN(CC1)C(=O)C=1C=C(C(=O)O)C=CC1)/NC=1C=NC=CC1 (E)-3-(4-(4-(2-cyano-3-(pyridin-3-yl)guanidino)butyl)piperidine-1-carbonyl)benzoic acid